tert-Butyl 4-(4-(1-(3-ethoxy-3-oxopropyl)ureido)-3-ethylphenyl)piperazine-1-carboxylate C(C)OC(CCN(C(=O)N)C1=C(C=C(C=C1)N1CCN(CC1)C(=O)OC(C)(C)C)CC)=O